FC1(C[C@H](OC1)CNC(=O)C1=C(C2=C(CCC3=CN(N=C23)C[C@@H]2OCCOC2)O1)C(F)(F)F)F N-{[(2S)-4,4-Difluorooxolane-2-yl]methyl}-2-{[(2S)-1,4-dioxan-2-yl]methyl}-8-(trifluoromethyl)-4,5-dihydro-2H-furo[2,3-g]indazole-7-carboxamide